CN1N=CC(=C1)C1=CC=2C3=C(N=CC2C=C1)NC(=C3)C3CCN(CC3)C 8-(1-methyl-1H-pyrazol-4-yl)-2-(1-methylpiperidin-4-yl)-3H-pyrrolo[2,3-c]isoquinoline